BrC=1C=C(C=CC1)N1C(NC[C@@H]1C)=O (S)-1-(3-Bromophenyl)-5-methylimidazolidin-2-one